5-[1-[4-(dimethylamino)pyrimidin-2-yl]-3-(trifluoromethyl)pyrazol-4-yl]-1-methyl-imidazole-2-carboxamide CN(C1=NC(=NC=C1)N1N=C(C(=C1)C1=CN=C(N1C)C(=O)N)C(F)(F)F)C